FC1=C(C=CC=C1)NC(C1=CC=CC=C1)=O N-(ortho-fluorophenyl)benzamide